CC1=CC(N=C(N1)SCCC1=NC(=NO1)C1=CC=C(C=C1)C)=N 6-methyl-2-((2-(3-(p-tolyl)-1,2,4-oxadiazol-5-yl)ethyl)thio)pyrimidin-4(1H)-imine